C(C=C)(=O)OCCCCCCCCCC[Si](I)(I)I acryloxydecyltriiodosilane